(1R,3S)-3-(3-{[(3-chloro-4-methylpyridin-2-yl)acetyl]amino}-1H-pyrazol-5-yl)cyclopentyl tert-butylcarbamate C(C)(C)(C)NC(O[C@H]1C[C@H](CC1)C1=CC(=NN1)NC(CC1=NC=CC(=C1Cl)C)=O)=O